1-oxaspiro[4.5]dec-7-en-8-yl trifluoromethanesulfonate FC(S(=O)(=O)OC1=CCC2(CCCO2)CC1)(F)F